7-cyclopropyl-1H,4H,5H,6H,7H,8H-pyrrolo[2,3-c]azepin-8-one C1(CC1)N1C(C2=C(CCC1)C=CN2)=O